(E)-3-(1-(phenyl-thio)-2-tosylvinyl)thiophene C1(=CC=CC=C1)S\C(=C\S(=O)(=O)C1=CC=C(C)C=C1)\C1=CSC=C1